C(C)C=1C=C(C=CC1)C1=C2C=CC(=CC2=CC=C1)NC1=CC(=CC=C1)C1=C2C=CC=NC2=CC=C1 5-(3-ethylphenyl)-N-(3-(quinolin-5-yl)phenyl)naphthalen-2-amine